3-{1-[4-(7H-pyrrolo[2,3-d]-pyrimidin-4-yl)-1H-pyrazol-1-yl]but-3-yn-1-yl}benzonitrile trifluoroacetate FC(C(=O)O)(F)F.N1=CN=C(C2=C1NC=C2)C=2C=NN(C2)C(CC#C)C=2C=C(C#N)C=CC2